1-(5-bromo-6,9-dihydro-7H-[1,3]dioxolo[4,5-H]isochromen-9-yl)-N-methylmethanamine BrC=1C=2CCOC(C2C2=C(C1)OCO2)CNC